[Br-].C(C)[N+](C)(CCOCCOC)CC N,N-diethyl-N-[2-(2-methoxyethoxy)ethyl]-N-methyl-ammonium bromide